(S)-N-(5-((R or S)-1-acetamido-2,2,2-trifluoroethyl)-2-methoxyphenyl)-3-(3-fluoro-4-methylphenyl)-3-(1,2,4-thiadiazol-5-yl)pyrrolidine-1-carboxamide C(C)(=O)N[C@@H](C(F)(F)F)C=1C=CC(=C(C1)NC(=O)N1C[C@@](CC1)(C1=NC=NS1)C1=CC(=C(C=C1)C)F)OC |o1:4|